N-(5-Bromo-2-(dimethylamino)pyridin-3-yl)benzenesulfonamide BrC=1C=C(C(=NC1)N(C)C)NS(=O)(=O)C1=CC=CC=C1